4-(4-methoxyphenyl)-1-[2-(pyridin-2-yl)-5H,6H,7H-cyclopenta[d]pyrimidin-4-yl]-1,4-diazepan-5-one COC1=CC=C(C=C1)N1CCN(CCC1=O)C=1C2=C(N=C(N1)C1=NC=CC=C1)CCC2